CC1=CC=C(/C=C/[N+](=O)[O-])C=C1 (E)-4-methyl-β-nitrostyrene